N,N'-(5-Amino-3-iminopyridin-2,6(1H,3H)-diyliden)bis(2-tert-butoxypyrazolo[1,5-a]pyridin-3-amin) NC1=CC(C(NC1=NC=1C(=NN2C1C=CC=C2)OC(C)(C)C)=NC=2C(=NN1C2C=CC=C1)OC(C)(C)C)=N